N1C=CC=2C1=NC=CC2C(C)C2=CC(=CC(=N2)C(=O)NC)C(=O)N[C@@H]2[C@H](C2)C 6-(1-(1H-pyrrolo[2,3-b]Pyridin-4-yl)ethyl)-N2-methyl-N4-((1S,2S)-2-methylcyclopropyl)pyridine-2,4-dicarboxamide